4-cyano-N-[3-[4-(6-fluoro-1,2-benzisoxazol-3-yl)piperidin-1-yl]propyl]-N-(oxetan-3-yl)benzenesulfonamide C(#N)C1=CC=C(C=C1)S(=O)(=O)N(C1COC1)CCCN1CCC(CC1)C1=NOC2=C1C=CC(=C2)F